(R)-2-((7-(3-aminopiperidin-1-yl)-3,5-dimethyl-2-oxo-2,3-dihydro-1H-imidazo[4,5-b]pyridin-1-yl)methyl)benzonitrile N[C@H]1CN(CCC1)C1=C2C(=NC(=C1)C)N(C(N2CC2=C(C#N)C=CC=C2)=O)C